O1C2=C(OCC1)C(=CC=C2)C(C)=O 1-(2,3-Dihydrobenzo[b][1,4]dioxin-5-yl)ethanone